C(C)(C)(C)OC=CCCCCCl 1-(tert-butoxy)-6-chlorohexene